C1=CC(=CC=C1CC(C(=O)O)O)O Hydroxyphenyllactic acid